FC1=CC=C(C=C1)N1C(C(=C(C(=C1)C)C)C(=O)OC)=O methyl 1-(4-fluorophenyl)-4,5-dimethyl-2-oxo-1,2-dihydropyridine-3-carboxylate